2-(4-(1-(tert-butyl)-3-(4-chloro-3-fluorophenyl)-1H-pyrrolo[2,3-b]pyridine-6-carbonyl)-3,3-dimethyl-2-oxopiperazin-1-yl)acetic acid C(C)(C)(C)N1C=C(C=2C1=NC(=CC2)C(=O)N2C(C(N(CC2)CC(=O)O)=O)(C)C)C2=CC(=C(C=C2)Cl)F